Cyclohexan-1-amine hydrochloride Cl.C1(CCCCC1)N